C1(=CC=CC=C1)C=1OC2=C(C1C(=O)N)C=CC=C2 phenyl-1-benzofuran-3-carboxamide